C(C)(C)(C)[Si](OCCN)(C)C 2-[(tert-butyl)bis(methyl)siloxy]ethylamine